NC1(NC(NO1)=O)N Diamino-1,2,4-oxadiazolone